ClC=1C=C(C=CC1C(NCC=1C=[N+](N(C1)CCCOC)C)=O)NC(=O)C=1N(C(=CN1)C1=C(C(=C(C=C1)OC)F)F)C N-[3-chloro-4-[[1-(3-methoxypropyl)-2-methyl-pyrazol-2-ium-4-yl]methylcarbamoyl]phenyl]-5-(2,3-difluoro-4-methoxy-phenyl)-1-methyl-imidazole-2-carboxamide